(1R,3S)-3-{5-[2-(3-chloro-2-formylphenoxy)acetamido]-2H-pyrazol-3-yl}cyclopentyl N-isopropylcarbamate C(C)(C)NC(O[C@H]1C[C@H](CC1)C=1NN=C(C1)NC(COC1=C(C(=CC=C1)Cl)C=O)=O)=O